4-(7-Methyl-2-((7-methylquinolin-6-yl)amino)-8-oxo-7,8-dihydro-9H-purin-9-yl)Tetrahydro-2H-pyran-4-carbonitrile CN1C(N(C2=NC(=NC=C12)NC=1C=C2C=CC=NC2=CC1C)C1(CCOCC1)C#N)=O